2-((2S,3S,4S)-2-(Aminomethyl)-5-chloro-6-fluoro-3-methyl-2-phenyl-2,3-dihydrobenzofuran-4-yl)-3-fluoro-4-((S)-2-hydroxypropoxy)benzamide NC[C@@]1(OC2=C([C@@H]1C)C(=C(C(=C2)F)Cl)C2=C(C(=O)N)C=CC(=C2F)OC[C@H](C)O)C2=CC=CC=C2